N-[3-carbamoyl-1-(4-piperidyl)pyrazol-4-yl]-2-[2-(2,2,2-trifluoroethylamino)-4-pyridyl]oxazole-4-carboxamide C(N)(=O)C1=NN(C=C1NC(=O)C=1N=C(OC1)C1=CC(=NC=C1)NCC(F)(F)F)C1CCNCC1